2-(hydroxyimino)-2-phenyl-1-(pyrrolidin-1-yl)ethan-1-one ON=C(C(=O)N1CCCC1)C1=CC=CC=C1